FC(C1CCN(CC1)C(=O)OC(C)(C)C)(C1=CC(=CC=C1)[C@@H](C)NC1=NN=C(C2=C(C=C(C=C12)N1CCOCC1)OCCCCCCO)C)F tert-butyl (R)-4-(difluoro(3-(1-((5-((6-hydroxyhexyl)oxy)-4-methyl-7-morpholinophthalazin-1-yl)amino)ethyl)phenyl)methyl)piperidine-1-carboxylate